C1CCC=2C(=CC=CC12)N 2,3-dihydro-1H-indene-4-amine